(S)-8-chloro-6-(((1-methoxyisoquinolin-5-yl)(1-(1-methylcyclopropyl)-1H-1,2,3-triazol-4-yl)methyl)amino)-4-(neopentylamino)quinoline-3-carbonitrile ClC=1C=C(C=C2C(=C(C=NC12)C#N)NCC(C)(C)C)N[C@H](C=1N=NN(C1)C1(CC1)C)C1=C2C=CN=C(C2=CC=C1)OC